2-[5-[8-[2-[3-(2,3,3a,4,6,6a-hexahydro-1H-pyrrolo[3,4-c]pyrrol-5-yl)prop-1-ynyl]-4-pyridyl]-3,8-diazabicyclo[3.2.1]octan-3-yl]-6-amino-pyridazin-3-yl]phenol C1NCC2C1CN(C2)CC#CC2=NC=CC(=C2)N2C1CN(CC2CC1)C=1C=C(N=NC1N)C1=C(C=CC=C1)O